8-Methyl-1-[2-methyl-4-(1-methyl-1H-pyrazol-4-yl)benzenesulfonyl]-1,2,3,4-tetrahydroquinoline CC=1C=CC=C2CCCN(C12)S(=O)(=O)C1=C(C=C(C=C1)C=1C=NN(C1)C)C